C(C)(=O)OCCCCCCCC\C=C\CC e-9-dodecenyl acetate